1,3-diglycidylhydantoin C(C1CO1)N1C(=O)N(C(=O)C1)CC1CO1